(2,4-dichloro-5-(3-(4-(trifluoromethyl)phenyl)-1H-pyrazolo[3,4-b]pyridin-1-yl)phenyl)-2-fluoroacrylamide ClC1=C(C=C(C(=C1)Cl)N1N=C(C=2C1=NC=CC2)C2=CC=C(C=C2)C(F)(F)F)C=C(C(=O)N)F